C(=O)(O)C=1SC=NN1 2-carboxy-1,3,4-thiadiazole